C(C1=CC=CC=C1)OC1=C2C(=CNC2=CC=C1)C1CN(CC1)C([2H])[2H] 4-(benzyloxy)-3-(1-(methyl-d2)pyrrolidin-3-yl)-1H-indole